The molecule is an alpha-amino-acid cation. It is a conjugate base of a histidinium(2+). It is a conjugate acid of a histidine. C1=C(NC=[NH+]1)CC(C(=O)[O-])[NH3+]